Morpholine-2-carboxylic acid {2-methoxy-6-[(R)-3-({[5-(4-methyl-piperazin-1-ylmethyl)-furan-2-carbonyl]-amino}-methyl)-2,3-dihydro-benzo[1,4]dioxin-5-yl]-pyridin-4-yl}-amide COC1=NC(=CC(=C1)NC(=O)C1CNCCO1)C1=CC=CC=2OC[C@H](OC21)CNC(=O)C=2OC(=CC2)CN2CCN(CC2)C